COCCOC=1C=C(C=CC1)C1=CC=C(C=C1)OC=1N=NNC1C(=O)O 4-((3'-(2-methoxyethoxy)-[1,1'-biphenyl]-4-yl)oxy)-1H-1,2,3-triazole-5-carboxylic acid